IC1=CC=C(C(=O)O)C=C1 Para-iodobenzoic acid